NC1=NC(=NN2C1=NC=C2CC=2C=C(C(=NC2)N2CCN(CC2)C(CN(C)C)=O)C)NC(CCC)CCC 1-(4-(5-((4-amino-2-(heptan-4-ylamino)imidazo[2,1-f][1,2,4]triazin-7-yl)methyl)-3-methylpyridin-2-yl)piperazin-1-yl)-2-(dimethylamino)ethan-1-one